1-(4-amino-1H-indazol-1-yl)-2-methylpropan-2-ol NC1=C2C=NN(C2=CC=C1)CC(C)(O)C